7-Fluoro-1-{2-[6-(1H-indol-5-yl)-pyrimidin-4-ylamino]-ethyl}-4-methoxy-1H-indol-2-carbonitril FC=1C=CC(=C2C=C(N(C12)CCNC1=NC=NC(=C1)C=1C=C2C=CNC2=CC1)C#N)OC